N'-[2-chloro-4-(2-fluorophenoxy)-5-methylphenyl]-N-ethyl-N-methylmethanimidamide ClC1=C(C=C(C(=C1)OC1=C(C=CC=C1)F)C)N=CN(C)CC